9-isopropyl-N-(5-(piperazin-1-yl)pyridin-2-yl)-6,8-dihydro-5H-pyrazolo[3,4-H]quinolin-2-amine C(C)(C)C=1NN=C2CCC=3C=CC(=NC3C21)NC2=NC=C(C=C2)N2CCNCC2